ClC1=C(C(=O)NC2=CC=C3C(=N2)C(=CO3)C3CCN(CC3)C)C=CC(=C1)F 2-chloro-4-fluoro-N-[3-(1-methylpiperidin-4-yl)furo[3,2-b]pyridin-5-yl]benzamide